S-(2-(cyclohexylamino)-2-oxoethyl) ethane-thioate C(C)(SCC(=O)NC1CCCCC1)=O